2-(4-chloro-3-fluorophenoxy)-N-(2-hydroxy-4-{2-[4-(trifluoromethoxy)phenyl]acetylamino}bicyclo[2.2.2]octan-1-yl)acetamide ClC1=C(C=C(OCC(=O)NC23C(CC(CC2)(CC3)NC(CC3=CC=C(C=C3)OC(F)(F)F)=O)O)C=C1)F